C(C1=CC=CC=C1)OC1=C2C=C(N(C2=CC(=C1F)F)C)C(=O)OC Methyl 4-(benzyloxy)-5,6-difluoro-1-methyl-1H-indole-2-carboxylate